C(C)N(CC)CC.C(CCCCCCC\C=C/CCCCCCCC)(=O)N[C@@H](CCC(=O)O)C(=O)O oleoyl-glutamic acid triethylamine salt